N-((7R)-2-cyano-2-azabicyclo[2.2.1]heptan-7-yl)-5-(2-(phenylamino)phenyl)thiazole-2-carboxamide C(#N)N1C2CCC(C1)[C@H]2NC(=O)C=2SC(=CN2)C2=C(C=CC=C2)NC2=CC=CC=C2